3-Fluoro-N-((1S,4S)-4-hydroxycyclohexyl)-5-((6-morpholino-1-oxoisoquinolin-2(1H)-yl)methyl)benzamide FC=1C=C(C(=O)NC2CCC(CC2)O)C=C(C1)CN1C(C2=CC=C(C=C2C=C1)N1CCOCC1)=O